BrC=1C=C(C=O)C=CC1OCC1CCN(CC1)S(=O)(=O)C 3-bromo-4-((1-(methylsulfonyl)piperidin-4-yl)methoxy)-benzaldehyde